6-iodo-4-oxo-3,4-dihydroquinazoline-8-carboxylic acid IC=1C=C2C(NC=NC2=C(C1)C(=O)O)=O